[N+](=[N-])=C(C#N)CCC diazovaleronitrile